5-(2-bromo-4-fluorophenyl)-2-(((2-(dimethylamino)ethyl)amino)methylene)cyclohexane-1,3-dione BrC1=C(C=CC(=C1)F)C1CC(C(C(C1)=O)=CNCCN(C)C)=O